Hexadecandiol C(CCCCCCCCCCCCCCC)(O)O